2-(6-(difluoromethoxy)-[1,1'-biphenyl]-3-yl)-4,4,5,5-tetramethyl-1,3,2-dioxaborolan FC(OC1=CC=C(C=C1C1=CC=CC=C1)B1OC(C(O1)(C)C)(C)C)F